N-(4-(1-(1-(ethylsulfonyl)azetidin-3-yl)-1H-pyrazol-4-yl)-1H-pyrrolo[2,3-b]pyridin-6-yl)cyclopropylcarboxamide C(C)S(=O)(=O)N1CC(C1)N1N=CC(=C1)C1=C2C(=NC(=C1)NC(=O)C1CC1)NC=C2